C(C)(C)(C)OC(=O)N(C1=CC(=NC=2N1N=CC2C2CC2)O[C@@H]2CN(C[C@H]2F)C(=O)OC(C)(C)C)CC2=CC=C(C=C2)C2=NC=CC=C2 tert-butyl (3R,4R)-3-((7-((tert-butoxycarbonyl) (4-(pyridin-2-yl) benzyl) amino)-3-cyclopropylpyrazolo[1,5-a]pyrimidin-5-yl) oxy)-4-fluoropyrrolidine-1-carboxylate